C(C)N(CC)C=1C(=C(C(=O)C(=C(C#N)C(C2=C(C(=CC=C2)N(CC)CC)O)=O)N2CCNCC2)C=CC1)O bis-(diethylamino-hydroxybenzoyl)piperazineacrylonitrile